C1=NC=CC2=CC(=CC=C12)C=1N(C2=CC=CC=C2C1)CCCCCF isoquinolin-6-yl-1-(5-fluoropentyl)-1H-indole